C(C)N1[C@H](CN(CC1)C=1C=CC(=C(C(=O)O)C1)C)C (S)-5-(4-ethyl-3-methylpiperazin-1-yl)-2-methylbenzoic acid